OC=1C(=CC2=CC=CC=C2C1N=NC1=C(C=CC(=C1)[N+](=O)[O-])C)C(=O)NC1=CC=CC=C1 3-hydroxy-4-[(2-methyl-5-nitrophenyl)azo]-N-phenyl-2-naphthamide